(5-(2-fluoro-6-methylphenyl)-1H-pyrazolo[3,4-c]pyridin-3-yl)-2-((1-methyl-1H-pyrazol-5-yl)methylamino)-4-(4-methylpiperazin-1-yl)benzamide FC1=C(C(=CC=C1)C)C=1C=C2C(=CN1)NN=C2C=2C(=C(C(=O)N)C=CC2N2CCN(CC2)C)NCC2=CC=NN2C